FC1=C(C(=O)C2=CC=C(C(=O)NC3=C(C=NC=C3)NC(=O)C3=CC=NC=C3)C=C2)C(=CC=C1OC)O N-{4-[4-(2-fluoro-6-hydroxy-3-methoxybenzoyl)benzamido]pyridin-3-yl}pyridine-4-carboxamide